1-Methanesulfonylazetidin-3-ol CS(=O)(=O)N1CC(C1)O